BrC1=C2CC(NC2=C(C=C1C)F)=O 4-bromo-7-fluoro-5-methyl-indolin-2-one